(2Z)-3-(2-isopropylphenyl)-2-[(E)-[4-[1-[4-(1,1,2,2,2-pentafluoroethoxy)phenyl]-1,2,4-triazol-3-yl]phenyl]methylene-hydrazono]thiazolidin-4-one C(C)(C)C1=C(C=CC=C1)N1/C(/SCC1=O)=N/N=C/C1=CC=C(C=C1)C1=NN(C=N1)C1=CC=C(C=C1)OC(C(F)(F)F)(F)F